2-(6-bromohexyl)-1,3-dioxolane BrCCCCCCC1OCCO1